(S)-(4-Methylpiperazin-1-yl)(8-((tetrahydrofuran-3-yl)amino)-1,2,3,4-tetrahydro-isoquinolin-6-yl)methanone hydrochloride Cl.CN1CCN(CC1)C(=O)C=1C=C2CCNCC2=C(C1)N[C@@H]1COCC1